4-(3-(4-(fluorosulfonyl)phenyl)ureido)piperidine-1-sulfonyl fluoride FS(=O)(=O)C1=CC=C(C=C1)NC(NC1CCN(CC1)S(=O)(=O)F)=O